FC1([C@@H]([C@H](CCC1)N1CCN(CC1)C(C)C)NC(=O)N1CC2CC2C1)F N-{(1r,6s)-2,2-difluoro-6-[4-(propan-2-yl)piperazin-1-yl]cyclohexyl}-3-azabicyclo[3.1.0]hexane-3-carboxamide